(S*)-2-((R*)-2-((2,5-bis(trifluoromethyl)pyrazolo[1,5-a]pyrimidin-7-yl)amino)-1-(4-fluorophenyl)ethyl)-2-azaspiro[3.3]heptan-5-ol FC(C1=NN2C(N=C(C=C2NC[C@@H](C2=CC=C(C=C2)F)N2CC3(C2)[C@H](CC3)O)C(F)(F)F)=C1)(F)F |o1:12,24|